CON(C(CCCCC[C@H]1N(C(OC1)(C)C)C(=O)OC(C)(C)C)=O)C tert-butyl (4R)-4-[6-[methoxy(methyl)amino]-6-oxo-hexyl]-2,2-dimethyl-oxazolidine-3-carboxylate